O=C1NC=CN=C1 oxo-4,5-dihydropyrazine